2-(4-(4-(5-fluoroindolin-1-yl)pyrido[3,2-d]pyrimidin-6-yl)-1H-pyrazol-1-yl)ethan-1-amine FC=1C=C2CCN(C2=CC1)C=1C2=C(N=CN1)C=CC(=N2)C=2C=NN(C2)CCN